(3R,20S)-20-[(4-Nitrophenyl oxy) methyl]-pregn-7-en-3-yl 4-nitrobenzoate [N+](=O)([O-])C1=CC=C(C(=O)O[C@H]2CC3CC=C4[C@@H]5CC[C@H]([C@H](C)COC6=CC=C(C=C6)[N+](=O)[O-])[C@]5(CC[C@@H]4[C@]3(CC2)C)C)C=C1